tert-butyl 4-(2-(2,6-dioxopiperidin-3-yl)-6-fluoro-1-oxoisoindolin-4-yl)piperidine-1-carboxylate O=C1NC(CCC1N1C(C2=CC(=CC(=C2C1)C1CCN(CC1)C(=O)OC(C)(C)C)F)=O)=O